C(C)N1C(N(C2=C1C(=CC=C2)N2CCN(CC2)C(=O)OC(C)(C)C)C2C(N(C(CC2)=O)CC2=CC=C(C=C2)OC)=O)=O tert-butyl 4-[3-ethyl-1-[1-[(4-methoxyphenyl)methyl]-2,6-dioxo-3-piperidyl]-2-oxo-benzimidazol-4-yl]piperazine-1-carboxylate